FC=1C=C(C=C2CN(C(C12)=O)C1=NNC(C=C1)=O)OCC1=NC=C(C=C1)OC 7-fluoro-5-[(5-methoxypyridin-2-yl)methoxy]-2-(6-oxo-1,6-dihydropyridazin-3-yl)-2,3-dihydro-1H-isoindol-1-one